(S)-N-(5-(azetidin-1-yl)-2-morpholinothiazolo[4,5-b]pyridin-6-yl)-6-(3-hydroxypyrrolidin-1-yl)picolinamide N1(CCC1)C1=C(C=C2C(=N1)N=C(S2)N2CCOCC2)NC(C2=NC(=CC=C2)N2C[C@H](CC2)O)=O